tert-butyl 3-(5-chloro-2-(4,4-difluoroazepan-1-yl)-4-(trifluoromethyl)benzamido)pyrrolidine-1-carboxylate ClC=1C(=CC(=C(C(=O)NC2CN(CC2)C(=O)OC(C)(C)C)C1)N1CCC(CCC1)(F)F)C(F)(F)F